(3-bromophenyl)boranediol BrC=1C=C(C=CC1)B(O)O